2-tert-butyldimethylsiloxycarbonyl-5-dimethylethoxySilylnorbornane O([Si](C)(C)C(C)(C)C)C(=O)C1C2CC(C(C1)C2)[Si](OCC)(C)C